FC1=CC=C(C=C1)S(=O)(=O)N1CC(CC=C(C1)C1=CC=CC=C1)O 1-(4-fluorobenzenesulfonyl)-6-phenyl-2,3,4,7-tetrahydro-1H-azepin-3-ol